ClCCCCC1=CN(C2=CC=C(C=C12)C#N)CC 3-(4-chlorobutyl)-5-cyano-N-ethylindole